BrC1=CC=C(C=C1)C1(COCC1)OC 3-(4-bromophenyl)-3-methoxytetrahydrofuran